iron-rhodium [Rh].[Fe]